ClC=1SC=C(N1)N1N=CC(=C1)[C@H](C(=O)NC1=NNC(=C1)C1CC1)C (R)-2-(1-(2-chlorothiazol-4-yl)-1H-pyrazol-4-yl)-N-(5-cyclopropyl-1H-pyrazol-3-yl)propanamide